3-amino-4-(2-chlorophenyl)-butyric acid NC(CC(=O)O)CC1=C(C=CC=C1)Cl